3-[2-fluoro-4-[2-(4-fluoro-4-piperidinyl)ethyl]phenyl]piperidine-2,6-dione FC1=C(C=CC(=C1)CCC1(CCNCC1)F)C1C(NC(CC1)=O)=O